COC=1C=C(C=CC1OCCCN1CCNCC1)NC(=O)C1(CCCC1)NC(CCN1C=NC=C1C)=O N-(3-methoxy-4-(3-(1-piperazinyl)propoxy)phenyl)-1-(3-(5-methyl-1H-imidazol-1-yl)propanamido)cyclopentane-1-carboxamide